FC=1C(=NC=C(C(=O)NCC2=C(C=CC=3NN=NC32)C)C1)OC 5-fluoro-6-methoxy-N-((5-methyl-1H-benzotriazol-4-yl)methyl)nicotinamide